di(dichloro-penta-fluorohexanoyl) peroxide ClC(C(C(=O)OOC(C(C(CCC(F)(F)F)(Cl)Cl)(F)F)=O)(F)F)(CCC(F)(F)F)Cl